OC1=CC=C2C=CC=CC2=C1 7-hydroxynaphthalene